1-[4-[(1R,2S)-6-hydroxy-2-(2-pyridyl)tetralin-1-yl]phenyl]piperidine-4-carbaldehyde OC=1C=C2CC[C@@H]([C@@H](C2=CC1)C1=CC=C(C=C1)N1CCC(CC1)C=O)C1=NC=CC=C1